3-[4-(1H-pyrrolo[2,3-b]pyridin-4-yl)-1H-pyrazol-1-yl]-4-(trifluoromethyl)-benzamide N1C=CC=2C1=NC=CC2C=2C=NN(C2)C=2C=C(C(=O)N)C=CC2C(F)(F)F